methyl 3-amino-5'-chloro-2',4'-difluoro-2-iodo-6-(trifluoromethyl)-[1,1'-biphenyl]-4-carboxylate NC=1C(=C(C(=CC1C(=O)OC)C(F)(F)F)C1=C(C=C(C(=C1)Cl)F)F)I